3-ethoxy-2-fluorobenzene C(C)OC=1C(=CC=CC1)F